N-(4-(2-chlorophenyl)thiazol-2-yl)-5-(1,1-dioxo-tetrahydro-2H-thiopyran-4-yl)-picolinamide ClC1=C(C=CC=C1)C=1N=C(SC1)NC(C1=NC=C(C=C1)C1CCS(CC1)(=O)=O)=O